4-((S)-3-(1-(1-((R)-1-(2,4-Dichlorophenyl)ethyl)-3-methyl-1H-pyrazolo[3,4-d]pyrimidin-6-yl)azetidin-3-yl)piperidin-1-yl)butanoic acid ClC1=C(C=CC(=C1)Cl)[C@@H](C)N1N=C(C=2C1=NC(=NC2)N2CC(C2)[C@H]2CN(CCC2)CCCC(=O)O)C